5-[azido(hydroxy)methyl]oxolan N(=[N+]=[N-])C(C1CCCO1)O